OC(C1=CC=CC=C1)(CC(C1=CC=CC=C1)C1=CC=CC=C1)O dihydroxydiphenylethylphenyl-methane